C(CCC)(=O)O[C@H]1CC[C@@H]2[C@@]1(CC[C@@H]1[C@]3(CCC=4N=C(SC4C3=CC[C@@H]21)NC(C)=O)C)C (5aR,5bS,7aS,8S,10aS,10bR)-2-acetamido-5a,7a-dimethyl-5,5a,5b,6,7,7a,8,9,10,10a,10b,11-dodecahydro-4H-cyclopenta[7,8]phenanthro[2,1-d]thiazol-8-yl butyrate